C(C)(=O)C1=NN(C=C1C(=O)N[C@@H]1C[C@@H](C1)C1=C(C=CC(=C1)Cl)C#N)C(C)C=1C=NC(=CC1C)N1C([C@@H]2C[C@@H]2C1)=O 3-acetyl-N-((cis)-3-(5-chloro-2-cyanophenyl)cyclobutyl)-1-(1-(4-methyl-6-((1R,5S)-2-oxo-3-azabicyclo[3.1.0]hexan-3-yl)pyridin-3-yl)ethyl)-1H-pyrazole-4-carboxamide